Ethyl (4S)-4-[4-((2-methylpropyl)methylcarbamoyl)-piperidin-1-yl]azepane-1-carboxylate CC(CN(C(=O)C1CCN(CC1)[C@@H]1CCN(CCC1)C(=O)OCC)C)C